6-(4-(1-((tert-butyldimethylsilyloxy)ethyl)-2H-1,2,3-triazol-2-yl)-5-chloropyridin-3-yl)-2-chloro-8,8-dimethyl-7,8-dihydro-6H-cyclopenta[e]pyrazolo[1,5-a]pyrimidine-6-carboxamide [Si](C)(C)(C(C)(C)C)OCCN1N(NC=C1)C1=C(C=NC=C1Cl)C1(CC(C2=C1C=NC=1N2N=C(C1)Cl)(C)C)C(=O)N